N1CC(C1)OC1=C2CCCC2=C(C=C1C1=C2C(=NC=C1)C=C(S2)CN2C(C1C(C1C2=O)(C)C)=O)Cl 3-((7-(4-(azetidin-3-yloxy)-7-chloro-2,3-dihydro-1H-inden-5-yl)thieno[3,2-b]pyridin-2-yl)methyl)-6,6-dimethyl-3-azabicyclo[3.1.0]hexane-2,4-dione